trans-3,7-dimethyl-octadiene-1-ol CC(/C=C/O)=CCCC(C)C